trifluoropropyl benzoate C(C1=CC=CC=C1)(=O)OCCC(F)(F)F